C1(CC1)C#C[C@@]1(N(C(N(C2=CC(=CC=C12)CN1C=NC=CC1=O)CC1=CC=C(C=C1)OC)=O)C)C(F)(F)F (S)-4-(cyclopropylethynyl)-1-(4-methoxybenzyl)-3-methyl-7-((6-oxopyrimidin-1(6H)-yl)methyl)-4-(trifluoromethyl)-3,4-dihydroquinazolin-2(1H)-one